C(CCCCCC(C)(C)C)(=O)[O-].[Mn+2].C(CCCCCC(C)(C)C)(=O)[O-] manganese(II) neodecanoate